C(C)N1CS(C2=C1C=CC=C2)=O 3-ethylbenzothiazolinone